zinc-cadmium sulphide [S-2].[Cd+2].[Zn+2].[S-2]